6-fluoro-1-methyl-3-(2-nitrovinyl)-1H-indole FC1=CC=C2C(=CN(C2=C1)C)C=C[N+](=O)[O-]